5-(2-(4-(2-(2-Aminopyridin-3-yl)-5-phenyl-3H-imidazo[4,5-b]pyridin-3-yl)benzyl)-2,7-diazaspiro[4.5]decane-7-carbonyl)-2-hydroxybenzaldehyde NC1=NC=CC=C1C1=NC=2C(=NC(=CC2)C2=CC=CC=C2)N1C1=CC=C(CN2CC3(CC2)CN(CCC3)C(=O)C=3C=CC(=C(C=O)C3)O)C=C1